O=C1NC(CCC1N1C(N(C2=C1C=CC(=C2)C2CCC(CC2)CCCC(=O)O)C)=O)=O 4-[(1r,4s)-4-[1-(2,6-dioxopiperidin-3-yl)-3-methyl-2-oxo-1,3-benzodiazol-5-yl]cyclohexyl]butanoic acid